5-(4-bromo-1H-pyrazol-1-yl)dihydro-2H-pyran-3(4H)-one BrC=1C=NN(C1)C1CC(COC1)=O